C(C)C(CCCCCCC)OCCO 2-[(1-ethyloctyl)oxy]ethanol